6-(N-(1-cyanocyclopropyl)sulfamoyl)-8-(4-(dimethylcarbamoyl)piperazin-1-yl)-N-ethylimidazo[1,2-a]pyridine-3-carboxamide C(#N)C1(CC1)NS(=O)(=O)C=1C=C(C=2N(C1)C(=CN2)C(=O)NCC)N2CCN(CC2)C(N(C)C)=O